N-((7-fluoro-5-(1-(5-fluoro-2-oxo-1,2-dihydropyridin-3-yl)-2-methoxyethyl)benzo[d]oxazol-2-yl)(4-fluorocyclohexyl)methyl)-4-methyl-1,2,5-oxadiazole-3-carboxamide FC1=CC(=CC=2N=C(OC21)C(NC(=O)C2=NON=C2C)C2CCC(CC2)F)C(COC)C=2C(NC=C(C2)F)=O